FC=1C(=CC(=NC1)OC)C1=CC(=NN1)C(=O)N1[C@@H](C[C@H]([C@H](C1)C)C(=O)NC1CCC(CC1)(C(F)(F)F)O)C (2r,4r,5r)-1-(5-(5-fluoro-2-methoxypyridin-4-yl)-1H-pyrazole-3-carbonyl)-N-((1r,4r)-4-hydroxy-4-(trifluoromethyl)cyclohexyl)-2,5-dimethylpiperidine-4-carboxamide